N[C@H](C(=O)O)CC(=O)C1=C(C=CC(=C1)C(C)C)N (S)-2-amino-4-(2-amino-5-isopropylphenyl)-4-oxobutanoic acid